methyl 2-(4-methyl-2H-chromen-5-yl)acetate CC1=CCOC2=CC=CC(=C12)CC(=O)OC